C1(CC1)C=1C=NC=C(C1N)[N+](=O)[O-] 3-cyclopropyl-5-nitropyridin-4-amine